COC(CCCC[C@@H](C(=O)NC=1C(N(C=CC1)CC(=O)NC1C2CC3CC(CC1C3)C2)=O)NC(=O)OC(C)(C)C)=O (S)-methyl-6-(tert-butoxycarbonylamino)-7-(1-(2-(2-adamantylamino)-2-oxoethyl)-2-oxo-1,2-dihydropyridin-3-ylamino)-7-oxoheptanoate